S(=O)(=O)(Cl)Cl bischlorosulfate